(R)-N-(1-(5-Azaspiro[2.5]octan-5-yl)propan-2-yl)-4-(5-(trifluoromethyl)-1,2,4-oxadiazol-3-yl)benzamide C1CC12CN(CCC2)C[C@@H](C)NC(C2=CC=C(C=C2)C2=NOC(=N2)C(F)(F)F)=O